5-chloro-1'-[2-({6-[(2R)-1,2-dihydroxypropan-2-yl]-5-(trifluoromethyl)pyridin-3-yl}oxy)ethyl]-1,2-dihydrospiro[indole-3,4'-piperidin]-2-one ClC=1C=C2C(=CC1)NC(C21CCN(CC1)CCOC=1C=NC(=C(C1)C(F)(F)F)[C@@](CO)(C)O)=O